C(C=C)(=O)OCCCCC[Si](OCC)(C)C acryloxypentyl-dimethyl-ethoxysilane